CC1=CC(OC2=CC(=CC=C12)OCC1=CC=C(C(=O)[O-])C=C1)=O 4-[(4-methyl-2-oxo-chromen-7-yl)oxymethyl]benzoate